(-)-N-(2-(methylamino)-2-(thiophen-3-yl)ethyl)isoindoline-2-carboxylic acid amide CNC(CNC(=O)N1CC2=CC=CC=C2C1)C1=CSC=C1